FC(C1C(NC2=CC=CC=C2N1C)=O)F 3-(difluoromethyl)-4-methyl-3,4-dihydroquinoxalinone